N(=[N+]=[N-])C(CCC[C@@H](N)C(=O)O)N 6-Azido-D-Lysin